ammonium methylsulfonyl-[3-[(1R)-3-(5-azaspiro[2.5]octan-5-yl)-1-[[(6S)-6-tert-butyl-5,6,7,8-tetrahydrothieno[2,3-b]quinoline-2-carbonyl]amino]propyl]phenyl]azanide CS(=O)(=O)[N-]C1=CC(=CC=C1)[C@@H](CCN1CC2(CC2)CCC1)NC(=O)C1=CC=2C(=NC=3CC[C@@H](CC3C2)C(C)(C)C)S1.[NH4+]